N-[5-bromo-4-(difluoromethyl)-6-methoxy-pyrimidin-2-yl]-6-chloro-1H-indole BrC=1C(=NC(=NC1OC)N1C=CC2=CC=C(C=C12)Cl)C(F)F